BrC1=CC(=CC=2C(=C(OC21)[2H])[2H])C=O 7-Bromobenzofuran-2,3-d2-5-carbaldehyde